tert-butyl 4-[2H-thieno[3,2-c]pyrazol-5-yl]piperidine-1-carboxylate N=1NC=C2C1C=C(S2)C2CCN(CC2)C(=O)OC(C)(C)C